6-amino-3,4-dihydro-1(2H)-naphthalenone NC=1C=C2CCCC(C2=CC1)=O